tert-butyl (2S,4R)-4-((3-(5-methoxy-2,4-dioxo-3,4-dihydropyrimidin-1(2H)-yl)pyrazolo[1,5-a]pyridin-5-yl)methyl)-2-methylpiperidine-1-carboxylate COC=1C(NC(N(C1)C=1C=NN2C1C=C(C=C2)C[C@H]2C[C@@H](N(CC2)C(=O)OC(C)(C)C)C)=O)=O